NC1=C(C=C(C=N1)C1=CC=C(C=C1)NC(=O)NCCO)OC(C)C1=C(C(=CC=C1Cl)F)Cl 1-(4-{6-amino-5-[1-(2,6-dichloro-3-fluoro-phenyl)-ethoxy]-pyridin-3-yl}-phenyl)-3-(2-hydroxy-ethyl)-urea